NC1=[N+](C=CC(=C1)Cl)[O-] 2-amino-4-chloropyridine 1-oxide